C(C)(=O)N1N=CC2=C(C=CC=C12)C(=C1CCN(CC1)C(=O)OC(C)(C)C)C#N tert-butyl 4-[(1-acetyl-1H-indazol-4-yl)(cyano)methylene]piperidine-1-carboxylate